4-(tert-butyl)-N-((4-(ethylsulphonamido)phenyl)thiocarbamoyl)benzamide C(C)(C)(C)C1=CC=C(C(=O)NC(NC2=CC=C(C=C2)NS(=O)(=O)CC)=S)C=C1